(1R,5S,6r)-N'-acetyl-3-[(5-isopropyl-1H-pyrazol-3-yl)carbonyl]-3-azabicyclo[3.1.0]hexane-6-carbohydrazide C(C)(=O)NNC(=O)C1[C@H]2CN(C[C@@H]12)C(=O)C1=NNC(=C1)C(C)C